C(C)(C)(C)OC(=O)N[C@H](C(=O)O)C(C=C)(C)C (S)-2-((tert-butoxycarbonyl)amino)-3,3-dimethylpenta-4-enoic acid